tert-butyl N-[(3R)-3-(tert-butoxycarbonylamino)-7-(5-tert-butyl-1,3,4-oxadiazol-2-yl)-5-[(4-chlorophenyl)methyl]-1,1,4-trioxo-2,3-dihydro-1λ6,5-benzothiazepin-8-yl]carbamate C(C)(C)(C)OC(=O)N[C@H]1CS(C2=C(N(C1=O)CC1=CC=C(C=C1)Cl)C=C(C(=C2)NC(OC(C)(C)C)=O)C=2OC(=NN2)C(C)(C)C)(=O)=O